C(C)(=O)N[C@H]1CCC=2C(=CC=C(C12)F)C(=O)NC1=CC(=C(C=C1)F)Cl (S)-1-acetamido-N-(3-chloro-4-fluorophenyl)-7-fluoro-2,3-dihydro-1H-indene-4-carboxamide